Cl.CN(C(CN1N=CC(=C1)NC(CCC1=CC=CC=C1)=O)=O)CCOC1=CC=C(C=C1)C N-(1-(2-(Methyl(2-(p-tolyloxy)ethyl)amino)-2-oxoethyl)-1H-pyrazol-4-yl)-3-phenylpropanamide hydrochloride